ClC1=C(C=C(C[C@H]2C(N(CCC2)C2=CC(=NN2)C2=CN=NC=C2C)=O)C=C1)F (S)-3-(4-Chloro-3-fluorobenzyl)-1-(3-(5-methylpyridazin-4-yl)-1H-pyrazol-5-yl)piperidin-2-one